Br[C@H]1[C@@H](C[C@@H](CC1)[N-]C(=O)OC(C)(C)C)O[Si](C)(C)C(C)(C)C ((1R,3R,4R)-4-bromo-3-((tert-butyldimethylsilyl)oxy)cyclohexyl)tert-butoxycarbonylamide